FC=1C=C(C=CC1)C(C=CC1=CC=CC=C1)=O 1-(3-fluorophenyl)-3-phenyl-2-propen-1-one